[4-(tert-butoxycarbonylamino)-3-methoxy-phenyl]boronic acid C(C)(C)(C)OC(=O)NC1=C(C=C(C=C1)B(O)O)OC